Cl.O1CCC(CC1)OC[C@H](N)C(=O)OCC1=CC(=NC(=C1)Cl)Cl (2,6-Dichloropyridin-4-yl)methyl O-(tetrahydro-2H-pyran-4-yl)-L-serinate hydrochloride